(2R,3S,5R)-5-(6-Amino-2-fluoro-9H-purin-9-yl)-2-ethynyl-2-((((S)-(((S)-1-oxo-3-phenyl-1-(tetradecyloxy)propan-2-yl)amino)(phenoxy)phosphoryl)oxy) methyl)tetrahydrofuran-3-yl icosanoate C(CCCCCCCCCCCCCCCCCCC)(=O)O[C@@H]1[C@](O[C@H](C1)N1C2=NC(=NC(=C2N=C1)N)F)(CO[P@](=O)(OC1=CC=CC=C1)N[C@H](C(OCCCCCCCCCCCCCC)=O)CC1=CC=CC=C1)C#C